triphenyl-4-vinylbenzyl-phosphonium chloride [Cl-].C1(=CC=CC=C1)[P+](CC1=CC=C(C=C1)C=C)(C1=CC=CC=C1)C1=CC=CC=C1